2-[4-(2-Amino-[1,2,4]triazolo[1,5-a]pyridin-7-yl)-3,5-dimethylpyrazol-1-yl]-N-(2-fluoro-4-methylphenyl)acetamide NC1=NN2C(C=C(C=C2)C=2C(=NN(C2C)CC(=O)NC2=C(C=C(C=C2)C)F)C)=N1